N-(3-chloro-4-(methylsulfonyl)phenyl)-4-(2,6-dimethylpyridin-4-yl)thiazol-2-amine ClC=1C=C(C=CC1S(=O)(=O)C)NC=1SC=C(N1)C1=CC(=NC(=C1)C)C